FC=1C=C(C=CC1C(F)(F)F)CNC(=O)N1[C@H](CCC1)C(=O)NC1=CC=C(C=C1)C1=CC=C(C=C1)C(=O)O 4'-{[1-{{[3-fluoro-4-(trifluoromethyl)phenyl]methyl}carbamoyl}-D-prolyl]amino}[1,1'-biphenyl]-4-carboxylic acid